hexa(para-aminophenoxy)cyclotriphosphazene NC1=CC=C(OP2(=NP(=NP(=N2)(OC2=CC=C(C=C2)N)OC2=CC=C(C=C2)N)(OC2=CC=C(C=C2)N)OC2=CC=C(C=C2)N)OC2=CC=C(C=C2)N)C=C1